C(#N)[C@H]1C[C@H](C1)C=1N=C2C(=NC1)N=C(S2)NC(OC(C)(C)C)=O tert-butyl (6-(cis-3-cyanocyclobutyl)thiazolo[4,5-b]pyrazin-2-yl)carbamate